(1R-5S,6R)-3-(tert-Butoxycarbonyl)-3-azabicyclo[3.1.0]hexane-6-carboxylic acid C(C)(C)(C)OC(=O)N1C[C@H]2C([C@H]2C1)C(=O)O